N1C=NC(=C1)C1CC2=CC=CC=C2C=C1 2-(1H-imidazol-4-yl)-1H-naphthalen